OC1(CCNCC1)C#CC1=CC2=C(OC[C@@H](C(N2C)=O)NC(C2=NC=CC(=C2)OC2=CC=CC=C2)=O)C=C1 (S)-N-(7-((4-Hydroxypiperidin-4-yl)ethynyl)-5-methyl-4-oxo-2,3,4,5-tetrahydrobenzo[b][1,4]oxazepin-3-yl)-4-phenoxypicolinamid